6-((1H-imidazol-4-yl)methoxy)-1-phenyl-1H-indazole N1C=NC(=C1)COC1=CC=C2C=NN(C2=C1)C1=CC=CC=C1